ClC1=C(C=C2C=C(N=CC2=C1)NC(OC(C)(C)C)=O)N1CCN(CC1)C1(COCC1)C tert-butyl (7-chloro-6-(4-(3-methyltetrahydrofuran-3-yl)piperazin-1-yl)isoquinolin-3-yl)carbamate